{3-[(3-{[(1R,2S)-2-fluorocyclopropyl]carbamoyl}-8-(methylamino)imidazo[1,2-b]pyridazin-6-yl)amino]-2-oxopyridin-1-yl}benzoic acid F[C@@H]1[C@@H](C1)NC(=O)C1=CN=C2N1N=C(C=C2NC)NC=2C(N(C=CC2)C2=C(C(=O)O)C=CC=C2)=O